di(3-methyl-3-methoxybutyl) peroxy dicarbonate C(OCCC(C)(OC)C)(OOOOC(OCCC(C)(OC)C)=O)=O